dimethyl 5,5'-(succinylbis(azanediyl))bis(2-((4-butylphenyl)-sulfonamido)benzoate) C(CCC(=O)NC=1C=CC(=C(C(=O)OC)C1)NS(=O)(=O)C1=CC=C(C=C1)CCCC)(=O)NC=1C=CC(=C(C(=O)OC)C1)NS(=O)(=O)C1=CC=C(C=C1)CCCC